5-(dimethylamino)-N-((6-((4,4-dimethylpiperidin-1-yl)methyl)imidazo[1,2-a]pyridin-2-yl)methyl)nicotinamide CN(C=1C=NC=C(C(=O)NCC=2N=C3N(C=C(C=C3)CN3CCC(CC3)(C)C)C2)C1)C